N1C(=NC2=C1C=CC=C2)[C@@H]2[C@H](C2)C(=O)N[C@@H](C(NC2=CC=C(C=C2)CCC)=O)C (1S,2S)-2-(1H-benzo[d]imidazol-2-yl)-N-((R)-1-oxo-1-((4-propylphenyl)amino)propan-2-yl)cyclopropane-1-carboxamide